2-methyl-1,3-propanediol sulfite S(=O)(O)OCC(CO)C